tert-Butyl 8-(4-bromo-5-fluoro-1,3-dihydrofuro[3,4-f]cinnolin-9-yl)-3,8-diazabicyclo[3.2.1]octane-3-carboxylate BrC1=C2C(=C3C(=CN=NC3=C1F)N1C3CN(CC1CC3)C(=O)OC(C)(C)C)COC2